BrC=1C=C2C(=C(C(=NC2=C(C1C1=C(C(=CC=C1)Cl)Cl)F)C)C(=O)OCC)O ethyl (Sa)-6-bromo-7-(2,3-dichlorophenyl)-8-fluoro-4-hydroxy-2-methylquinoline-3-carboxylate